7-isopropoxy-N-(1-methyl-1H-pyrazol-3-yl)-2-(1-methyl-2-oxabicyclo[2.1.1]hexan-4-yl)imidazo[1,2-a]pyridine-6-carboxamide C(C)(C)OC1=CC=2N(C=C1C(=O)NC1=NN(C=C1)C)C=C(N2)C21COC(C2)(C1)C